C1(CC1)C1=C(C(=NO1)C1=C(C=CC=C1Cl)Cl)COC=1C(=C2C=CC(=CC2=CC1)OC1=NC(=C(C(=O)O)C=C1)C)F 6-((6-((5-cyclopropyl-3-(2,6-dichlorophenyl)isoxazol-4-yl)methoxy)-5-fluoronaphthalen-2-yl)oxy)-2-methylnicotinic acid